6-hydroxy-1,5-naphthyridine-4-carboxylic acid OC=1N=C2C(=CC=NC2=CC1)C(=O)O